ClC1=CNC2=C(C=CC(=C12)Cl)NS(=O)(=O)C1=CC=C(C=C1)S(=O)(=O)NCC=1C=NC(=CC1)OC1=CC(=CC=C1)OC N1-(3,4-dichloro-1H-indol-7-yl)-N4-((6-(3-methoxyphenoxy)pyridin-3-yl)methyl)benzene-1,4-disulfonamide